(2R,3R,4S,5R)-5-[4-amino-5-(1-methyl-1H-pyrazol-3-yl)-7H-pyrrolo[2,3-d]pyrimidin-7-yl]-4-fluoro-2-{2-[5-(methylamino)thieno[3,2-b]pyridin-2-yl]ethyl}oxolan-3-ol NC=1C2=C(N=CN1)N(C=C2C2=NN(C=C2)C)[C@H]2[C@H]([C@@H]([C@H](O2)CCC2=CC1=NC(=CC=C1S2)NC)O)F